(2R,3S,5R)-5-(6-amino-2-chloro-9H-purin-9-yl)-2-ethynyl-2-(((((5-methyl-2-oxo-1,3-dioxol-4-yl)methoxy)carbonyl)oxy) methyl)tetrahydrofuran-3-yl bicyclo[2.2.2]octane-1-carboxylate C12(CCC(CC1)CC2)C(=O)O[C@@H]2[C@](O[C@H](C2)N2C1=NC(=NC(=C1N=C2)N)Cl)(COC(=O)OCC=2OC(OC2C)=O)C#C